C(C1=CC=CC=C1)(C1=CC=CC=C1)(C1=CC=CC=C1)NN1SC=C(N1)C(C(=O)O)=O 2-(2-(tritylamino)thiadiazole-4-yl)glyoxylic acid